4-(4-butoxyphenyl)-1H-pyrrolo[2,3-b]pyridin C(CCC)OC1=CC=C(C=C1)C1=C2C(=NC=C1)NC=C2